4-(5-(2,4-Dimethoxybenzylamino)-2-(ethylcarbamoyl)-7-phenylimidazo[1,2-c]pyrimidin-8-yl)-5,6-dihydropyridine-1(2H)-carboxylic acid tert-butyl ester C(C)(C)(C)OC(=O)N1CC=C(CC1)C=1C=2N(C(=NC1C1=CC=CC=C1)NCC1=C(C=C(C=C1)OC)OC)C=C(N2)C(NCC)=O